(2S,3S)-N-(3-chloro-4-fluorophenyl)-2-methyl-1-(5-(2-methylpyrimidin-5-yl)-1H-pyrrole-2-carbonyl)pyrrolidine-3-carboxamide ClC=1C=C(C=CC1F)NC(=O)[C@@H]1[C@@H](N(CC1)C(=O)C=1NC(=CC1)C=1C=NC(=NC1)C)C